1,1,1,3,3,3-hexafluoro-propan-2-yl (±)-1-((6-methoxy-pyridin-3-yl)carbamoyl)-6-azaspiro-[2.5]octane-6-carboxylate COC1=CC=C(C=N1)NC(=O)[C@@H]1CC12CCN(CC2)C(=O)OC(C(F)(F)F)C(F)(F)F |r|